(5R,9R,11R)-2-(4-bromophenoxy)-N,N,7-trimethyl-11-vinyl-9,10-dihydro-5,9-methanocycloocta[b]pyridin-5(6H)-amine BrC1=CC=C(OC2=CC=C3C(=N2)C[C@@H]2C=C(C[C@]3([C@@H]2C=C)N(C)C)C)C=C1